CN(CCN1N=C(C(=C1)N)C)C 1-(2-(dimethylamino)ethyl)-3-methyl-1H-pyrazol-4-amine